CN1N=CC(=C1)N(S(=O)(=O)[N-]C(NC1=C2CCC2=CC=2CCC12)=O)C[C@@H]1OCCC1.[Na+] Sodium [(1-methyl-1H-pyrazol-4-yl)({[(2R)-oxolan-2-yl]methyl})sulfamoyl]-({tricyclo[6.2.0.03,6]deca-1,3(6),7-trien-2-yl}carbamoyl)azanide